[Fe].[Ni].[Al].[Ti] titanium-aluminum-nickel-iron